6-iodo-N-((tetrahydropyran-4-yl)methyl)quinazolin-4-amine IC=1C=C2C(=NC=NC2=CC1)NCC1CCOCC1